7-[6-(4-benzyl-1-piperazinyl)hexyloxy]-3-acetylcoumarin oxime C(C1=CC=CC=C1)N1CCN(CC1)CCCCCCOC1=CC=C2C=C(C(OC2=C1)=NO)C(C)=O